(R)-2-((1-(6-methyl-4-oxo-2-thiomorpholino-4H-chromen-8-yl)ethyl)amino)benzoic acid CC=1C=C2C(C=C(OC2=C(C1)[C@@H](C)NC1=C(C(=O)O)C=CC=C1)N1CCSCC1)=O